ClC1=CC(=C(C=C1)C=1C2=C(N=C(N1)[C@H]1C[C@H](OCC1)C=1C=NN(C1)C)N=C(C=C2)C)F 4-(4-chloro-2-fluorophenyl)-7-methyl-2-((2S,4R)-2-(1-methyl-1H-pyrazol-4-yl)tetrahydro-2H-pyran-4-yl)pyrido[2,3-d]pyrimidine